benzo[d]Isoxazole-3,6-diamine O1N=C(C2=C1C=C(C=C2)N)N